ClC1=C(C=CC(=O)O)C(=CC=C1)Cl 2,6-dichloro-cinnamic acid